C(CCCCCCC=C)[Si](Cl)(Cl)CC 8-nonenyl-ethyldichlorosilane